propenyl-lithium C(=CC)[Li]